C(C1=CC=CC=C1)OC1=C2C(=C(N(C2=CC=C1F)C1=CC(=C(C=C1)F)C)C1CCOCC1)I 4-benzyloxy-5-fluoro-1-(4-fluoro-3-methyl-phenyl)-3-iodo-2-tetrahydropyran-4-yl-indole